NC=1N=C(C2=C(N1)N(C(=C2)C(=O)OCC2=CC=CC=C2)C2CCCC2)Cl benzyl 2-amino-4-chloro-7-cyclopentyl-7H-pyrrolo[2,3-d]pyrimidine-6-carboxylate